benzyl-β-alanyl-hydroxyproline diaminobutyrate NC(C(=O)O[C@@H]1C[C@H](N(C1)C(CCNCC1=CC=CC=C1)=O)C(=O)O)(CC)N